4-(phenylmethoxy)benzonitrile C1(=CC=CC=C1)COC1=CC=C(C#N)C=C1